Cis-tert-butyl N-[4-[7-amino-3-(2-fluoro-6-methyl-phenyl)-2-oxo-4H-pyrimido[4,5-d]pyrimidin-1-yl]cyclohexyl]carbamate NC1=NC=C2C(=N1)N(C(N(C2)C2=C(C=CC=C2C)F)=O)[C@H]2CC[C@H](CC2)NC(OC(C)(C)C)=O